N1N=NC=C1 z-triazole